C1(=CC=CC=C1)S(=O)(=O)N1C(=CC=2C1=NC(=C(C2)F)C(=C)C)C(=O)OC methyl 1-(benzenesulfonyl)-5-fluoro-6-isopropenyl-pyrrolo[2,3-b]pyridine-2-carboxylate